ClC1=C(C=O)C(=CC=N1)C1=C(C=CC=C1)F 2-chloro-4-(2-fluorophenyl)nicotinaldehyde